C(C)(=O)OC1=C(C=C(C=C1)OC(N(C)CCN(C)C(=O)OC(C)(C)C)=O)OC(C)=O 4-(((2-((tert-butoxycarbonyl)(methyl)amino)ethyl)(methyl)carbamoyl)oxy)-1,2-phenylene diacetate